NCCOCCOC(C)O (2-(2-aminoethoxy)ethoxy)ethanol